tert-butyl (S)-4-((2,5-dichloro-6-(2-fluorophenyl)pyridin-3-yl)(imino)methyl)-3-methylpiperazine-1-carboxylate ClC1=NC(=C(C=C1C(N1[C@H](CN(CC1)C(=O)OC(C)(C)C)C)=N)Cl)C1=C(C=CC=C1)F